2,5-di-tert-butyl-4-nitrophenol C(C)(C)(C)C1=C(C=C(C(=C1)[N+](=O)[O-])C(C)(C)C)O